CC1CNC(C2=CC=C(C=C12)NC(OC(C)(C)C)=O)=O tert-butyl N-(4-methyl-1-oxo-3,4-dihydro-2H-isoquinolin-6-yl)carbamate